ClC=1C=C(C=C(C1)S(=O)(=O)C)NC(=O)C1=CC2=C(S1)C(=CC=C2)F N-(3-chloro-5-(methylsulfonyl)phenyl)-7-fluorobenzo[b]thiophene-2-carboxamide